4-amino-3,6-dichloropyridine-2-carboxylic acid NC1=C(C(=NC(=C1)Cl)C(=O)O)Cl